CCC=CCOC(=O)NC=1C=C2C=3CC(CCC3NC2=CC1)CNC(C)(C)C 6-(3-penten-5-yloxy)carbonylamino-3-(tert-butyl)aminomethyl-1,2,3,4-tetrahydro-9H-carbazole